FC(COC(C(N1[C@H](CC[C@@H](C1)C)C=1C=CC2=CN(N=C2C1)C1CC1)=O)=O)(F)F.O=C(C(=O)N)N1[C@H](CC[C@@H](C1)C)C=1C=CC2=CN(N=C2C1)C1CC1 |r| 2-Oxo-2-[rac-(2R,5S)-2-(2-cyclopropylindazol-6-yl)-5-methyl-1-piperidyl]acetamide 2,2,2-Trifluoroethyl-2-oxo-2-[rac-(2R,5S)-2-(2-cyclopropylindazol-6-yl)-5-methyl-1-piperidyl]acetate